tert-butyl N-methyl-N-[4-oxo-4-[(3S)-1-[2-chloro-4-[(2,4-dimethoxyphenyl)methyl-(6-fluoro-2-pyridyl)sulfamoyl]-3,5-difluoro-phenyl]-3-methoxy-pyrrolidin-3-yl]but-2-ynyl]carbamate CN(C(OC(C)(C)C)=O)CC#CC([C@]1(CN(CC1)C1=C(C(=C(C(=C1)F)S(N(C1=NC(=CC=C1)F)CC1=C(C=C(C=C1)OC)OC)(=O)=O)F)Cl)OC)=O